C(CCC)C1(CS(C2=C(N(C1)C1=CC=C(C=C1)F)C=C(C(=C2)OCC(C(=O)OC)OC)SC)(=O)=O)CC methyl 3-((3-butyl-3-ethyl-5-(4-fluorophenyl)-7-(methylthio)-1,1-dioxido-2,3,4,5-tetrahydro-1,5-benzothiazepin-8-yl)oxy)-2-methoxypropanoate